NC1=CC(=C(C(=O)NC2=C(C=CC=C2F)Cl)C=C1F)O[C@H](C(F)(F)F)C (S)-4-Amino-N-(2-chloro-6-fluorophenyl)-5-fluoro-2-((1,1,1-trifluoropropan-2-yl)oxy)benzamide